2-chloro-N-((1R,2R,4S)-7-cyano-7-azabicyclo[2.2.1]heptan-2-yl)-4-(imidazo[1,2-a]pyridin-7-yl)benzamide ClC1=C(C(=O)N[C@H]2[C@H]3CC[C@@H](C2)N3C#N)C=CC(=C1)C1=CC=3N(C=C1)C=CN3